[6-(1-tert-butylpyrazol-4-yl)-5-methylpyridin-3-yl]-[4-(5-methyl-[1,3]oxazolo[4,5-b]pyridin-2-yl)piperazin-1-yl]methanone C(C)(C)(C)N1N=CC(=C1)C1=C(C=C(C=N1)C(=O)N1CCN(CC1)C=1OC=2C(=NC(=CC2)C)N1)C